3-fluoro-4-((6-(piperidin-4-ylsulfanyl)pyridin-2-yl)methoxy)benzonitrile FC=1C=C(C#N)C=CC1OCC1=NC(=CC=C1)SC1CCNCC1